OC1=CC=C2C(=NNC2=C1)C1=C(C=C(C=C1)O)O 4-(6-HYDROXY-1H-INDAZOL-3-YL)BENZENE-1,3-DIOL